C1(CC1)[C@@H](C(=O)OCC1=CC=C(C=C1)F)NC(=O)C=1C=CC2=C(B(OC2)O)C1C 4-Fluorobenzyl (S)-2-cyclopropyl-2-(1-hydroxy-7-methyl-1,3-dihydrobenzo[c][1,2]oxaborole-6-carboxamido)acetate